C(C)OC(CCC(=O)C1=C(C(=NC(=C1)CC1=CC=CC=C1)C#N)O)=O 4-(6-Benzyl-2-cyano-3-hydroxy-pyridin-4-yl)-4-oxo-butyric acid ethyl ester